FC1=C(C=C(C=C1)NC(=O)C1=C(N(C(=C1C)C(C(=O)NC1CC(C1)S(=O)(=O)C)=O)C)C)C N-(4-fluoro-3-methylphenyl)-1,2,4-trimethyl-5-(2-(((1s,3s)-3-(methylsulfonyl)cyclobutyl)amino)-2-oxoacetyl)-1H-pyrrole-3-carboxamide